FC1=C(C(=C(C(=C1[B-](C1=C(C(=C(C(=C1F)F)F)F)F)(C1=C(C(=C(C(=C1F)F)F)F)F)C1=C(C(=C(C(=C1F)F)F)F)F)F)F)F)F.C(CCCCC)[NH+](CCCCCC)CC(F)F N,N-dihexyl-2,2-difluoroethylammonium tetrakis(pentafluorophenyl)borate